C12COCC(CC1)N2C2=C(SC=C2)CC(CC2(CCOC1(CCCC1)C2)C2=NC=CC=C2)N ((3-(3-oxa-8-azabicyclo[3.2.1]oct-8-yl)thiophen-2-yl)methyl)-2-(9-(pyridin-2-yl)-6-oxaspiro[4.5]decan-9-yl)ethanamine